COC1=C(C=C(C=C1)C)N=C=O 2-Methoxy-5-methylphenylisocyanat